9-(6-(ethyl(isopropyl)amino)pyridin-3-yl)-6,7-dimethoxynaphtho[2,3-c]furan-1(3H)-one C(C)N(C1=CC=C(C=N1)C1=C2C=C(C(=CC2=CC2=C1C(OC2)=O)OC)OC)C(C)C